2-Chloro-N-((1-(1-((4-chlorophenyl)amino)-4,4-difluorocyclohexane-1-carbonyl)piperidin-4-yl)methyl)acetamide ClCC(=O)NCC1CCN(CC1)C(=O)C1(CCC(CC1)(F)F)NC1=CC=C(C=C1)Cl